CC1=C(C(=CC=C1)C)C1=CC(=CC=C1)[C@H](CC(=O)OC)NC(C(CC(C)C)N1C(C=CC(=C1)CCN1CC(C1)F)=O)=O (3S)-methyl 3-(2',6'-dimethylbiphenyl-3-yl)-3-(2-(5-(2-(3-fluoroazetidin-1-yl)ethyl)-2-oxopyridin-1(2H)-yl)-4-methylpentanamido)propanoate